OC[C@H]1N(CCC1)C1=NN2C(C(=N1)NC=1N=CN(C1)C1=CC=C(C#N)C=C1)=CC=C2 (S)-4-(4-((2-(2-(hydroxymethyl)pyrrolidin-1-yl)pyrrolo[2,1-f][1,2,4]triazin-4-yl)amino)-1H-imidazol-1-yl)benzonitrile